BrC1=CC2=CN(N=C2C=C1)C1CCC(CC1)C(=O)OC Methyl 4-(5-bromoindazol-2-yl)cyclohexanecarboxylate